(2S)-2-[(3S,8aS)-3-(4-aminobutyl)-1,4-dioxohexahydropyrrolo[1,2-a]pyrazin-2(1H)-yl]-4-phenylbutyric acid NCCCC[C@@H]1N(C([C@H]2N(C1=O)CCC2)=O)[C@H](C(=O)O)CCC2=CC=CC=C2